7-(METHYLAMINO)PYRAZOLO[1,5-A]PYRIMIDIN CNC1=CC=NC=2N1N=CC2